CN1N=NC(=C1)N1CCN(CC1)C(=O)OC(C)(C)C tert-butyl 4-(1-methyl-1,2,3-triazol-4-yl)piperazine-1-carboxylate